1-(3-(difluoromethyl)-2-fluorophenyl)prop-2-yn-1-amine FC(C=1C(=C(C=CC1)C(C#C)N)F)F